ClC=1C=C(C=CC1)C1CCN(CC1)C(C1=C(C=C2C(=C3C(O2)=CC2=C(ON3)C=C(C=C2)OC)C1=O)O)([2H])[2H] 8-((4-(3-chlorophenyl)piperidine-1-yl)methyl-d2)-3-methoxy-9-hydroxybenzo[5,6]oxazepino[4,3-b]benzofuran-7(5H)-one